4-bromo-5-methyl-2-nitrobenzenediazonium tetrafluoroborate F[B-](F)(F)F.BrC1=CC(=C(C=C1C)[N+]#N)[N+](=O)[O-]